(5-tert-butyl-1H-pyrazol-3-yl)-(8-methyl-1,3,4,5-tetrahydropyrido[4,3-b]indol-2-yl)methanone C(C)(C)(C)C1=CC(=NN1)C(=O)N1CC2=C(NC=3C=CC(=CC23)C)CC1